FC1=C(C(=C(C(=C1[B-](C1=C(C(=C(C(=C1F)F)F)F)F)(C1=C(C(=C(C(=C1F)F)F)F)F)C1=C(C(=C(C(=C1F)F)F)F)F)F)F)F)F.C(CCCCCCCCCCCCCCC)[NH+](C1=CC=C(C=C1)CCCC)CCCCCCCCCCCCCCCC N,N-dihexadecyl-4-butylanilinium tetrakis(pentafluorophenyl)borate